CC1(OB(OC1(C)C)C1=CC=C(C=C1)C1(COC1)O)C 3-(4-(4,4,5,5-tetramethyl-1,3,2-dioxaborolan-2-yl)phenyl)oxetan-3-ol